C1(CCCCC1)N1N=C(C(=C1)N1N=NC(=C1)C=1C=NN2C1N=C(C=C2)N2CCOCC2)C(F)F 4-(3-(1-(1-cyclohexyl-3-(difluoromethyl)-1H-pyrazol-4-yl)-1H-1,2,3-triazol-4-yl)pyrazolo[1,5-a]pyrimidin-5-yl)morpholine